FC([C@H]([C@H]([C@@H]([C@H](C)O)O)O)O)O 6-fluorodeoxysorbitol